ethyl (R)-6-(2-((2-(4-chlorophenyl)-5-methyl-1H-imidazol-1-yl)methyl)phenoxy)-3-methylhexanoate ClC1=CC=C(C=C1)C=1N(C(=CN1)C)CC1=C(OCCC[C@H](CC(=O)OCC)C)C=CC=C1